CS(=O)(=O)N1CCN(CC1)C1=C(C=C(C=C1)C1=NC=NC2=CC=C(C=C12)C1=CC(=NC=C1)N)C(F)(F)F 4-(4-(4-(4-(methylsulfonyl)piperazin-1-yl)-3-(trifluoromethyl)phenyl)quinazolin-6-yl)pyridin-2-amine